N1=CC=C2N1CCCN(C2)C=2C1=C(N=C(N2)OCC23CCCN3CCC2)C(=C(N=C1)C1=CC=CC2=CC=CC(=C12)F)F 4-(7,8-dihydro-4H-pyrazolo[1,5-a][1,4]diazepin-5(6H)-yl)-8-fluoro-7-(8-fluoronaphthalen-1-yl)-2-((hexahydro-1H-pyrrolizin-7a-yl)methoxy)pyrido[4,3-d]pyrimidine